NC=1N=CN(C(C1C(=O)NC1=CC(=CC=C1)[C@@H]1N[C@H](CC1)CO)=O)C1=C(C=CC=C1Cl)Cl 4-amino-1-(2,6-dichlorophenyl)-N-(3-((2R,5R)-5-(hydroxymethyl)pyrrolidin-2-yl)phenyl)-6-oxo-1,6-dihydropyrimidine-5-carboxamide